FC=1C=C(C(=NC1)N1CCN(CC1)C(=O)C=1C=C2C=C(N(C2=C(C1)C1=C(C=CC=C1)OC)CC(C)C)C1=CCCN(C1)C(=O)OC(C)(C)C)OC 1-Tert-butyl 5-(5-(4-(5-fluoro-3-methoxypyridin-2-yl)piperazine-1-carbonyl)-1-isobutyl-7-(2-methoxyphenyl)-1H-indol-2-yl)-3,6-dihydropyridine-1(2H)-carboxylate